OC=1C=C(C=CC1C(C1=C(C=C(C=C1)[N+](=O)[O-])O)=O)NC(C)=O N-(3-hydroxy-4-(2-hydroxy-4-nitrobenzoyl)phenyl)acetamide